CC(C=C)(CC\C=C(/CC)\C)OC(C1=CC=CC=C1)=O (Z)-3,7-Dimethylnona-1,6-dien-3-ylbenzoat